FC(C(=O)O)(F)F.N1C=CC2=CC=CC=C12 indol trifluoroacetate